The molecule is a naphthalen-1-one having an N-2,4-dichlorophenylglycinamido group at the 2-position and a [(2,4-dichlorophenyl)amino]sulfonyl group at the 7-position. It is a sulfonamide, a naphthalenone and a dichlorobenzene. C1=CC2=C(C=C(C=C2)S(=O)(=O)NC3=C(C=C(C=C3)Cl)Cl)C(=O)C1NC(=O)CNC4=C(C=C(C=C4)Cl)Cl